methyl acrylate-acrylic acid salt C(C=C)(=O)O.C(C=C)(=O)OC